FC1=C(C(=CC=C1)C)C=1C=C/2C(=CN1)NC(\C2=C(\C)/NC2=NN(C=C2)CC(C)(C)O)=O (Z)-5-(2-Fluoro-6-methylphenyl)-3-(1-((1-(2-hydroxy-2-methylpropyl)-1H-pyrazol-3-yl)amino)ethylidene)-1H-pyrrolo[2,3-c]pyridin-2(3H)-one